BrC1=NN(C2=C1CN(CC2)C(=O)OC(C)(C)C)C2CCOCC2 tert-butyl 3-bromo-1-(oxan-4-yl)-4H,6H,7H-pyrazolo[4,3-c]pyridine-5-carboxylate